O[C@]12[C@@H](C[C@H]3[C@@H]4CC[C@H]([C@@H](CCCC(C)C)C)[C@]4(CC[C@@H]3[C@]2(CC[C@@H](C1)O)C)C)NCCCN(C(=O)OC(C)(C)C)CCCCNC(=O)OC(C)(C)C 5α-hydroxy-6β-[3-(4-tert-butyloxycarbonylaminobutyl-tert-butyloxycarbonylamino)-propylamino]cholestan-3β-ol